N-formylaspartic acid C(=O)N[C@@H](CC(=O)O)C(=O)O